dicyclohexyldecane C1(CCCCC1)C(CCCCCCCCC)C1CCCCC1